(1'-Cyclopropyl-6'-hydroxy-8'-oxo-8'H-spiro[cyclopentane-1,5'-indolizine]-7'-carbonyl)glycine C1(CC1)C=1C=CN2C3(C(=C(C(C12)=O)C(=O)NCC(=O)O)O)CCCC3